2-chloro-4-fluoro-5-(3-methyl-2,6-dioxo-4-(trifluoromethyl)-3,6-dihydropyrimidine-1(2H)-yl)benzoate ClC1=C(C(=O)[O-])C=C(C(=C1)F)N1C(N(C(=CC1=O)C(F)(F)F)C)=O